C(C=CC1=CC=CC=C1)(=O)OCCS(=O)(=O)CCCN(C)C=1C2=C(N=C(N1)OC[C@H]1N(CCC1)C)CN(CC2)C2=CC=CC1=CC=CC(=C21)Cl (S)-2-((3-((7-(8-chloronaphthalen-1-yl)-2-((1-methylpyrrolidin-2-yl)methoxy)-5,6,7,8-tetrahydropyrido[3,4-d]pyrimidin-4-yl)(methyl)amino)propyl)sulfonyl)ethyl cinnamate